C=C1C2(CCC3=CC=CC=C13)CC2 methylene-3',4'-dihydro-1'H-spiro[cyclopropane-1,2'-naphthalene]